NC1=NC=CC=C1C1=NC=2C(=NC(=CC2)N2CCOCC2)N1C1=CC=C(C=C1)CNC(OC(C)(C)C)=O tert-butyl N-({4-[2-(2-aminopyridin-3-yl)-5-(morpholin-4-yl)imidazo[4,5-b]pyridin-3-yl]phenyl}methyl)carbamate